N-(1-(2-naphthoyl)-3-(m-tolyl)bicyclo[2.1.1]hex-2-en-2-yl)-N-benzylmethanesulfonamide C1=C(C=CC2=CC=CC=C12)C(=O)C12C(=C(C(C1)C2)C=2C=C(C=CC2)C)N(S(=O)(=O)C)CC2=CC=CC=C2